C(C)OP(=O)(OCC)C(P(=O)(OCC)OCC)NC(CCCN(C(O)=O)C=1C=NC(=CC1)OC1=CC=C(C=C1)C(C)(C)C)=O.FC(F)(F)CC(=O)N(N)C1=CC=C(C=C1)Cl trifluoromethyl-N-(4-chlorophenyl)acethydrazide 4-((bis(diethoxyphosphoryl)methyl)amino)-4-oxobutyl-(6-(4-(tert-butyl)phenoxy)pyridin-3-yl)carbamate